C(C)N1N=CC2=NC(=CC(=C21)C2(CC2)C#N)N2[C@@H](COCC2)C (R)-1-(1-ethyl-5-(3-methylmorpholino)-1H-pyrazolo[4,3-b]pyridin-7-yl)cyclopropanecarbonitrile